3,3-dimethylindolin-6-amine CC1(CNC2=CC(=CC=C12)N)C